(S)-1-(2-(3-methoxybenzoyl)hydrazinecarbonyl)-N-(pyridin-3-yl)pyrrolidine-2-carboxamide COC=1C=C(C(=O)NNC(=O)N2[C@@H](CCC2)C(=O)NC=2C=NC=CC2)C=CC1